Cl.FC=1C=C(C=CC1)[C@@H]1N(CCC1)C=1C=CC=2N(N1)C(=CN2)C2=CC=CC(=N2)N2CCN(CC2)CCCN (R)-3-(4-(6-(6-(2-(3-fluorophenyl)pyrrolidin-1-yl)imidazo[1,2-b]pyridazin-3-yl)pyridin-2-yl)piperazin-1-yl)propan-1-amine hydrochloride